CC1=CC=CC2=C1NC(OC2=O)=O 8-methyl-1H-benzo[d][1,3]oxazine-2,4-dione